(E)-4-(trifluoromethyl)benzaldehyde O-(1-methyl-3-(difluoromethyl)-1H-pyrazole-4-carbonyl) oxime CN1N=C(C(=C1)C(=O)O\N=C\C1=CC=C(C=C1)C(F)(F)F)C(F)F